C(C)(C)(C)NC1=CC(=C2C(=N1)C=C(S2)C2=CC=NN2C2OCCCC2)NC2COC2 N5-(tert-butyl)-N7-(oxetan-3-yl)-2-(1-(tetrahydro-2H-pyran-2-yl)-1H-pyrazol-5-yl)thieno[3,2-b]pyridine-5,7-diamine